N-(3,4-dihydroxy-5-(4-chlorophenyl)-2-furanyl)-2-pyrrolidinone OC1=C(OC(=C1O)C1=CC=C(C=C1)Cl)N1C(CCC1)=O